C1(=C(C=CC=C1)C1=CC=C(C(=O)O[C@@H]2[C@@H]([C@H]([C@H](S)O[C@@H]2COCC2=CC3=CC=CC=C3C=C2)OC(C2=CC=CC=C2)=O)O)C=C1)C p-Tolyl-2-O-benzoyl-4-O-benzoyl-6-O-(2-naphthylmethyl)-1-thio-beta-D-galactose